methyl (S)-2-carbonyl-1,3-oxazine-4-carboxylate C(=O)=C1OC=CC(=N1)C(=O)OC